The molecule is a methyl 3-{4-[2-hydroxy-3-(propan-2-ylamino)propoxy]phenyl}propanoate that has R configuration. The drug esmolol is a racemate comprising equimolar amounts of (R)- and (S)-esmolol. While the S enantiomer possesses all of the heart rate control, both the R and the S enantiomer contribute to lowering blood pressure. It is an enantiomer of a (S)-esmolol. CC(C)NC[C@H](COC1=CC=C(C=C1)CCC(=O)OC)O